C(C)(=O)NS(=O)(=O)N1CCC(CC1)C1=CC=C(C=C1)NC(=O)N1CC2=CC=C(C=C2C1)F N-(4-(1-(N-ACETYLSULFAMOYL)PIPERIDIN-4-YL)PHENYL)-5-FLUOROISOINDOLINE-2-CARBOXAMIDE